chloro-3,6-diamino-10-methylacridine ClC1=CC(=CC=2N(C3=CC(=CC=C3CC12)N)C)N